tert-butyl ((1R,3r)-3-(((4-((1-(tert-butyl)-3-((1R,3S,4R)-3-((tert-butyldimethylsilyl)oxy)-4-fluorocyclopentyl)-1H-pyrazol-5-yl)amino)pyridin-2-yl)oxy)methyl)cyclobutyl)carbamate C(C)(C)(C)N1N=C(C=C1NC1=CC(=NC=C1)OCC1CC(C1)NC(OC(C)(C)C)=O)[C@@H]1C[C@@H]([C@@H](C1)F)O[Si](C)(C)C(C)(C)C